ClC=1C=C2N(C(N1)=O)C=CC=C2 3-chloro-1H-pyrido[1,2-c]pyrimidin-1-one